C1(=CC=CC=C1)C1=NON=C1 phenyl-1,2,5-oxadiazole